3-(4-(1H-pyrazol-4-yl)phenyl)-1-(cyclohexylmethyl)-1,3,8-triazaspiro[4.5]decan-2-one N1N=CC(=C1)C1=CC=C(C=C1)N1C(N(C2(C1)CCNCC2)CC2CCCCC2)=O